C1NCC12C[C@H](CC2)OC=2C(=CC(=NC2)C(F)(F)F)C#N 5-[[(6S)-2-azaspiro[3.4]oct-6-yl]oxy]-2-(trifluoromethyl)pyridine-4-carbonitrile